NC1=CC=C2C(C=C(OC2=C1[N+](=O)[O-])C1CCN(CC1)CC(C)C)=O 7-amino-2-(1-isobutylpiperidin-4-yl)-8-nitro-4H-chromen-4-one